methyl 4-[(1-acetylpiperidin-4-yl)methoxy]-2-[[(2,4-dimethoxyphenyl)methyl] amino]-6-fluorobenzoate C(C)(=O)N1CCC(CC1)COC1=CC(=C(C(=O)OC)C(=C1)F)NCC1=C(C=C(C=C1)OC)OC